N-(3,5-diethoxyphenyl)methyl-7-(p-fluorophenyl)-6-heptynyl-amide C(C)OC=1C=C(C=C(C1)OCC)C[N-]CCCCCC#CC1=CC=C(C=C1)F